ClC1=CC(=C(COC=2C(=NC=CC2)C2CNCCN2C(=O)[O-])C=C1)F 6-(((4-chloro-2-fluorobenzyl)oxy)pyridin-2-yl)piperazin-1-carboxylate